tert-butyl 4-(2-(3,4-dimethoxyphenyl)-4-oxo-4H-pyrimido[1,2-a]pyrimidin-7-yl)-5,6-dihydropyridine-1(2H)-carboxylate COC=1C=C(C=CC1OC)C=1N=C2N(C(C1)=O)C=C(C=N2)C2=CCN(CC2)C(=O)OC(C)(C)C